CC(C(C(=O)NC1=C(C(=O)C2=CC=C(C(=O)O)C=C2)C=CC=C1)NC(C(F)(F)F)=O)C.ClC1=CC=C(C(=N1)N1N=C(C=C1C)C(F)F)C(C)=O 6-chloro-2-[3-(difluoromethyl)-5-methyl-pyrazol-1-yl]-3-pyridyl-ethanone 4-(2-(3-methyl-2-(2,2,2-trifluoroacetamido)butanamido)benzoyl)benzoate